C1(CC1)C(=O)C1=CN(C2=CC(=CC=C12)S(=O)(=O)NC1(CC1)C)C=1SC(=NN1)C(F)F 3-(cyclopropanecarbonyl)-1-[5-(difluoromethyl)-1,3,4-thiadiazol-2-yl]-N-(1-methylcyclopropyl)indole-6-sulfonamide